C1(CC1)C1=NC(=CC=C1N)C(F)F 2-cyclopropyl-6-(difluoromethyl)pyridin-3-amine